(S)-4-(2,4-Difluorophenoxy)-N-(7-((3-hydroxyoxetan-3-yl)ethynyl)-5-methyl-4-oxo-2,3,4,5-tetrahydrobenzo[b][1,4]oxazepin-3-yl)picolinamid FC1=C(OC2=CC(=NC=C2)C(=O)N[C@@H]2C(N(C3=C(OC2)C=CC(=C3)C#CC3(COC3)O)C)=O)C=CC(=C1)F